1-(4-(2-((1-isopropyl-3-(trifluoromethyl)-1H-pyrazol-4-yl)amino)pyrimidin-4-yl)phenyl)imidazolidin-2-one C(C)(C)N1N=C(C(=C1)NC1=NC=CC(=N1)C1=CC=C(C=C1)N1C(NCC1)=O)C(F)(F)F